4-isopropyl-1-(4-(4-isopropyl-5-(8-methyl-[1,2,4]triazolo[1,5-a]pyridin-6-yl)-1H-pyrazol-3-yl)phenyl)piperazin-2-one C(C)(C)N1CC(N(CC1)C1=CC=C(C=C1)C1=NNC(=C1C(C)C)C=1C=C(C=2N(C1)N=CN2)C)=O